2-(4-(aminomethyl)phenyl)-N-(3-(diethylamino)propyl)benzo[d]imidazo[2,1-b]thiazole-7-carboxamide NCC1=CC=C(C=C1)C=1N=C2SC3=C(N2C1)C=CC(=C3)C(=O)NCCCN(CC)CC